5-Chloro-N-(6-chloropyridazin-4-yl)-2-(4-fluoro-2-methylphenoxy)-4-(trifluoromethyl)benzamide ClC=1C(=CC(=C(C(=O)NC2=CN=NC(=C2)Cl)C1)OC1=C(C=C(C=C1)F)C)C(F)(F)F